3,9-diallyl-1,5,7,11-tetraoxaspiro[5.5]undecane C(C=C)C1COC2(OC1)OCC(CO2)CC=C